C12CN(CC(CC1)N2)C2=C1N(C(=NC1=NC(=N2)OC[C@]21CCCN1C[C@@H](C2)F)OC2=CC(=CC1=CC=C(C(=C21)C#C)F)O)C2CC(C2)OC 4-{[6-(3,8-Diazabicyclo[3.2.1]octan-3-yl)-2-{[(2R,7aS)-2-fluorotetrahydro-1H-pyrrolizin-7a(5H)-yl]methoxy}-7-(3-methoxycyclobutyl)-7H-purin-8-yl]oxy}-5-ethynyl-6-fluoronaphthalen-2-ol